C1(CC1)O[C@H](C(=O)OC)C(C)(C)C methyl (S)-2-cyclopropyloxy-3,3-dimethylbutyrate